NC(CN1CCN(CCN(CCN(CC1)CC(=O)O)CC(=O)O)CC1=[N+](C=CC2=CC=CC=C12)[O-])=O 1-((4-(2-amino-2-oxoethyl)-7,10-bis(carboxymethyl)-1,4,7,10-tetraazacyclododecane-1-yl)methyl)isoquinoline 2-oxide